(trans,trans)-2,6-nonadienal C(\C=C\CC\C=C\CC)=O